C(C)(CC)OC1CC(C(CC1)C(CC(=O)OCC)C)C ethyl 3-(4-(sec-butoxy)-2-methylcyclohexyl)butanoate